C(C1CO1)OC(C1=CC=CC=C1)C=C vinylbenzyl glycidyl ether